CC1([C@H]2CN([C@@H]([C@@H]12)C(NNC[C@H]1C(NCC1)=O)=O)C(=O)[C@H](C(C)(C)C)NC(=O)C12CC(C1)C2)C N-[(1S)-1-[(1R,2S,5S)-6,6-dimethyl-2-[[[(3S)-2-oxopyrrolidin-3-yl]methylamino]carbamoyl]-3-azabicyclo[3.1.0]hexane-3-carbonyl]-2,2-dimethyl-propyl]bicyclo[1.1.1]pentane-1-carboxamide